C(CCCCC)(=O)OCC(COC(CCCCC)=O)(CBr)CBr 2,2-bis(bromomethyl)propane-1,3-diyl dihexanoate